C1(CCCC1)C=1SC(=CN1)C(=O)NC1=CC(=CC=C1)[C@H](C)NC=1C=NC=2C(N1)=NN(C2)CC (S)-2-cyclopentyl-N-(3-(1-((2-ethyl-2H-pyrazolo[3,4-b]pyrazin-6-yl)amino)ethyl)phenyl)thiazole-5-carboxamide